(R)-1-(2-(5-(5-(1-(3,5-difluoro-1H-pyrrolo[2,3-b]pyridin-4-yl)ethoxy)-1H-indazol-3-yl)pyridin-2-yl)-2,7-diazaspiro[3.5]nonan-7-yl)ethan-1-one FC1=CNC2=NC=C(C(=C21)[C@@H](C)OC=2C=C1C(=NNC1=CC2)C=2C=CC(=NC2)N2CC1(C2)CCN(CC1)C(C)=O)F